tert-butyl 2-[4-(trifluoromethoxy) phenyl]-6-oxa-2,9-diazaspiro[4.5]decane-9-carboxylate FC(OC1=CC=C(C=C1)N1CC2(CC1)OCCN(C2)C(=O)OC(C)(C)C)(F)F